Cl.CC1=NC=CC(=C1)C 2,4-dimethylpyridine hydrochloride